3,6-di-tert-butyl-fluorenone C(C)(C)(C)C1=CC(C2=CC3=CC=C(C=C3C2=C1)C(C)(C)C)=O